chloro-2-fluoroethene ClC=CF